C(C)(C)(C)OC(=O)N[C@H](C(=O)O)CCCNC=1NCCN1 (2S)-2-(tert-butoxycarbonyl-amino)-5-(4,5-dihydro-1H-imidazol-2-ylamino)pentanoic acid